NC1=NC=2C=CC(=CC2C2=C1C=NN2C)C(=O)N(N(C)C(=O)C2CC2)CC2=C(C=C(C=C2)C(F)(F)F)COC 4-amino-N'-(cyclopropanecarbonyl)-N-(2-(methoxymethyl)-4-(trifluoromethyl)benzyl)-N',1-dimethyl-1H-pyrazolo[4,3-c]quinoline-8-carbohydrazide